di(isopropyl)methyl-(isopropyl)silane C(C)(C)[Si](C(C)C)(C)C(C)C